N-(methacryloyloxy-2-hydroxypropyl)-N'-phenyl-p-phenylenediamine C(C(=C)C)(=O)OCC(CNC1=CC=C(C=C1)NC1=CC=CC=C1)O